[Si](C)(C)(C(C)(C)C)OCC=1C=C(C=CC1)N1N=CC=C1N 3-(((tert-butyldimethylsilyl)oxy)methyl)-phenyl-1H-pyrazol-5-amine